(R)-(4-(difluoromethyl)-2-(1-methyl-1H-imidazol-5-yl)oxazol-5-yl)(4-(4-fluoropyrazolo[1,5-a]pyridin-2-yl)-6,7-dihydro-1H-imidazo[4,5-c]pyridin-5(4H)-yl)methanone FC(C=1N=C(OC1C(=O)N1[C@H](C2=C(CC1)NC=N2)C2=NN1C(C(=CC=C1)F)=C2)C2=CN=CN2C)F